8-methoxy-6-(3-(5-(6-methyl-2,6-diazaspiro[3.3]heptan-2-yl)pyridin-2-yl)-4-(2,2,2-trifluoroethyl)-1H-pyrazol-5-yl)-[1,2,4]triazolo[1,5-a]pyridine COC=1C=2N(C=C(C1)C1=C(C(=NN1)C1=NC=C(C=C1)N1CC3(C1)CN(C3)C)CC(F)(F)F)N=CN2